2-[5-(methoxymethyl)-7-(1-methyl-3-piperidyl)-1,8-naphthyridin-2-yl]-3,5-dimethyl-phenol COCC1=C2C=CC(=NC2=NC(=C1)C1CN(CCC1)C)C1=C(C=C(C=C1C)C)O